N[C@@H]1[C@H](CO[C@H](C1)C(=O)N1[C@H](C2=CC=CC=C2CC1)C1=CC=C(C=C1)F)N(C(CC)=O)C N-((3R,4S,6R)-4-amino-6-((S)-1-(4-fluorophenyl)-1,2,3,4-tetrahydroisoquinoline-2-carbonyl)tetrahydro-2H-pyran-3-yl)-N-methylpropanamide